CC1(OC2C(O1)COC2C(=O)O)C 2,2-dimethyl-tetrahydro-2H-furo[3,4-d][1,3]Dioxole-4-carboxylic acid